C(C)C=1C(NC(=NC1)C1CN(CC1)C1CCN(CC1)C=1C=CC(=NC1)C(=O)NC)=O 5-{4-[3-(5-ethyl-4-oxo-3H-pyrimidin-2-yl)pyrrolidin-1-yl]piperidin-1-yl}-N-methylpyridine-2-carboxamide